2-(4,5,6,7-tetrahydropyrazolo[1,5-a]pyridin-2-yl)acetic acid N1=C(C=C2N1CCCC2)CC(=O)O